CC1=C(C(NC2=CC(=CC=C12)C)=O)C(\C=C\C1=CC=C(C=C1)C)=O (E)-4,7-dimethyl-3-(3-(p-tolyl)acryloyl)quinolin-2(1H)-one